2-ethyl-3,5-divinylbenzene C(C)C1=CC=C(C=C1C=C)C=C